5-(((tetrahydro-2H-pyran-3-yl)oxy)methyl)-1,3,4-thiadiazol-2-amine O1CC(CCC1)OCC1=NN=C(S1)N